NC=1C=CC=C2C=CC(=CC12)C1=NC(=NC=C1)C(=O)NC1CCN(CC1)C 4-(8-aminonaphthalen-2-yl)-N-(1-methylpiperidin-4-yl)pyrimidine-2-carboxamide